N-(5-chloro-2-fluoro-4-(((5-fluoropyridin-3-yl)oxy)methyl)phenyl)-1,1-diphenylmethanimine ClC=1C(=CC(=C(C1)N=C(C1=CC=CC=C1)C1=CC=CC=C1)F)COC=1C=NC=C(C1)F